C(C)OC(=O)C=1C(=NNC1)OC1COC1 3-(oxetan-3-yloxy)-1H-pyrazole-4-carboxylic acid ethyl ester